FC(C(=O)O)(F)F.FC(C(=O)O)(F)F.NC1(CC1)CNC(C1=CC=C(C=C1)C1=NC(=CN=C1)C=1C=NC=C(C1)F)=O N-((1-aminocyclopropyl)methyl)-4-(6-(5-fluoropyridin-3-yl)pyrazin-2-yl)benzamide, ditrifluoroacetic acid salt